N-cyclopropylglycinate C1(CC1)NCC(=O)[O-]